(3S,4S,5R,6R)-3,4,5-tribenzyloxy-6-(benzyloxymethyl)tetrahydropyran-2-one C(C1=CC=CC=C1)O[C@@H]1C(O[C@@H]([C@H]([C@@H]1OCC1=CC=CC=C1)OCC1=CC=CC=C1)COCC1=CC=CC=C1)=O